C(C)(C)(C)OC(=O)N1[C@H](CN(CC1)C=1C=NC(=CC1)N)C (S)-4-(6-aminopyridin-3-yl)-2-methylpiperazine-1-carboxylic acid tert-butyl ester